C(C1=CC=CC=C1)OC(=O)N[C@@H](C(=O)O)C[C@@H](C(F)(F)F)C (2R,4S)-2-(benzyloxycarbonylamino)-5,5,5-trifluoro-4-methylpentanoic acid